F[C@@]1(CC[C@@H](CO)O1)N1C=NC=2C(=O)NC(N)=NC12 fluoro-2',3'-dideoxyguanosine